(2S,3R)-3-((2-amino-6-methylpyridin-4-yl)methyl)-N2-(1-methyl-1H-pyrazol-3-yl)-N1-((R)-1-(4-methylphenyl)propyl)-N2-methyl-4-oxoazetidine-1,2-dicarboxamide NC1=NC(=CC(=C1)C[C@@H]1[C@H](N(C1=O)C(=O)N[C@H](CC)C1=CC=C(C=C1)C)C(=O)N(C)C1=NN(C=C1)C)C